(2-Aminoethylamino)-2,10-difluoro-12H-thiochromeno[2,3-c]Quinolin-12-one NCCNC1=C2C3=C(C=NC2=CC=C1F)SC=1C=CC(=CC1C3=O)F